8-chloro-5-hydroxy-2H-isoquinolin-1-one ClC=1C=CC(=C2C=CNC(C12)=O)O